chloro-2,4-dimethylbenzene ClC1=C(C=C(C=C1)C)C